Cl.C1OCC2=CC(=CC=C12)CNC(S)=N (1,3-dihydroisobenzofuran-5-yl)methylisothiourea hydrochloride